1-(5-chloro-2-nitrophenyl)ethan-1-one ClC=1C=CC(=C(C1)C(C)=O)[N+](=O)[O-]